N1(CCCC2=NC=CC=C12)C(=O)C=1C=NC=C(C1)C1=CC=C(C=C1)F (3,4-dihydro-1,5-naphthyridin-1(2H)-yl)(5-(4-fluorophenyl)pyridin-3-yl)methanone